CC1=C(C=CC=C1)C#CC1=C(C(=O)N)C=CC=C1 2-Methyl-phenylethynyl-benzamide